(-)-1,2-Di-m-tolylethan-2-d-1-ol C1(=CC(=CC=C1)C(C([2H])C=1C=C(C=CC1)C)O)C